(13E)-16-hydroxy-13-hexadecenyl acetate C(C)(=O)OCCCCCCCCCCCC\C=C\CCO